C1C(CC2=CC=CC=C12)NC1=NC=C(C=N1)C=1C(=NN(C1)CC(=O)N1CC2=C(CC1)NN=N2)OC2CCNCC2 2-(4-{2-[(2,3-dihydro-1H-inden-2-yl)amino]pyrimidin-5-yl}-3-(piperidin-4-yloxy)-1H-pyrazol-1-yl)-1-{1H,4H,5H,6H,7H-[1,2,3]triazolo[4,5-c]pyridin-5-yl}ethan-1-one